C[C@@H]1N(C[C@H]1O)C=1C=2N(C=C(N1)C=1C=NN(C1)C1CN(C1)C)N=CN2 (2S,3R)-2-methyl-1-[6-[1-(1-methylazetidin-3-yl)pyrazol-4-yl]-[1,2,4]triazolo[1,5-a]pyrazin-8-yl]azetidin-3-ol